3-[(3S,4R)-1-((1R,3S)-3-isopropyl-2-oxo-3-{[6-(trifluoromethyl)-2H-1,3-benz-oxazin-3(4H)-yl]methyl}cyclopentyl)-3-methylpiperidin-4-yl]benzoic acid C(C)(C)[C@]1(C([C@@H](CC1)N1C[C@H]([C@@H](CC1)C=1C=C(C(=O)O)C=CC1)C)=O)CN1COC2=C(C1)C=C(C=C2)C(F)(F)F